tert-Butyl 4-[[2-amino-6-(2-fluoro-6-methyl-phenyl)quinazolin-8-yl]amino]piperidine-1-carboxylate NC1=NC2=C(C=C(C=C2C=N1)C1=C(C=CC=C1C)F)NC1CCN(CC1)C(=O)OC(C)(C)C